FC1=C(C=CC(=C1)N1CC(CC1)CNC)NC(=O)C=1C(=CC=2N(C1)C=C(N2)C)OC N-(2-fluoro-4-(3-((methylamino)methyl)pyrrolidin-1-yl)phenyl)-7-methoxy-2-methylimidazo[1,2-a]pyridine-6-carboxamide